FC=1C=C2C(=NC1C(C)O)OCC2 (-)-1-(5-fluoro-2,3-dihydrofuro[2,3-b]pyridin-6-yl)ethanol